[3-[2-(diethylamino) ethyl]-1H-indol-4-yl] acetate C(C)(=O)OC1=C2C(=CNC2=CC=C1)CCN(CC)CC